CC1=CN=C(O1)N 5-methyl-2-amino-oxazole